N1=CC(=CC=C1)CC1=CC=C(N)C=C1 4-(pyridin-3-ylmethyl)aniline